ethyl 1,3-bis(4-fluorophenyl)-2,4-dioxo-1,2,3,4-tetrahydropyrimidine-5-carboxylate FC1=CC=C(C=C1)N1C(N(C(C(=C1)C(=O)OCC)=O)C1=CC=C(C=C1)F)=O